Butyrate Magnesium Salt [Mg+2].C(CCC)(=O)[O-].C(CCC)(=O)[O-]